3-{[2-(4-chlorophenyl)imidazo[1,2-a]pyrimidin-3-yl]methyl}-N-(2,3-dichlorophenyl)-3,8-diaza-bicyclo[3.2.1]octane-8-carboxamide ClC1=CC=C(C=C1)C=1N=C2N(C=CC=N2)C1CN1CC2CCC(C1)N2C(=O)NC2=C(C(=CC=C2)Cl)Cl